BrC=1C(=C2CCCC(C2=CC1)=O)[N+](=O)[O-] 6-bromo-5-nitro-3,4-dihydronaphthalen-1(2H)-one